C(C)OC(CC1CCN(CC1)C1=CC=C(C=C1)[N+](=O)[O-])=O 2-(1-(4-Nitrophenyl)piperidin-4-yl)acetic acid ethyl ester